CC1([C@H](C1)C(=O)N1CC2(C1)CN(CC2(C(=O)O)F)C(=O)C2=CN=CS2)C 2-((S)-2,2-dimethylcyclopropane-1-carbonyl)-8-fluoro-6-(thiazole-5-carbonyl)-2,6-diazaspiro[3.4]octane-8-carboxylic acid